ethano-furo[2',3',4',5':4,5]phenanthro[9,8a-d]oxazol-11(11aH)-one O1C2=C3C(=CC4=CC5=NCOC56C=CC(C1C6=C24)=O)CC3